(S)-2-((S)-5-((1H-imidazol-2-yl)amino)-2-palmitamidopentanamido)-N1-((S)-1-amino-1-oxo-3-phenylpropan-2-yl)pentanediamide N1C(=NC=C1)NCCC[C@@H](C(=O)N[C@H](C(=O)N[C@H](C(=O)N)CC1=CC=CC=C1)CCC(=O)N)NC(CCCCCCCCCCCCCCC)=O